methyl (2-hydroxybenzoyl)prolinate OC1=C(C(=O)N2[C@@H](CCC2)C(=O)OC)C=CC=C1